(2-(methoxycarbonyl)-7-methylquinoxalin-5-yl)boronic acid COC(=O)C1=NC2=CC(=CC(=C2N=C1)B(O)O)C